ClC=1C=C(C=CC1Cl)C1CCN(CC1)C[C@@H](COC1=CC=CC=2OC(=CC21)C=2OC(=NN2)CO)O (2S)-1-[4-(3,4-dichlorophenyl)piperidin-1-yl]-3-[2-(5-hydroxymethyl-1,3,4-oxadiazol-2-yl)benzo[b]furan-4-yloxy]propan-2-ol